methyl 1-propyl-5-(4,4,5,5-tetramethyl-1,3,2-dioxaborolan-2-yl)-1H-indazole-4-carboxylate C(CC)N1N=CC=2C(=C(C=CC12)B1OC(C(O1)(C)C)(C)C)C(=O)OC